Racemic-Lysine N[C@@H](CCCCN)C(=O)O |r|